C1(CC1)N1N=CC(=C1)[C@@H]1OCCC(C1)C1=NC2=NC(=C(N=C2C(=N1)C1=C(C=C(C(=C1)C(F)(F)F)F)F)C)C 2-((2R)-2-(1-cyclopropyl-1H-pyrazol-4-yl)tetrahydro-2H-pyran-4-yl)-4-(2,4-difluoro-5-(trifluoromethyl)phenyl)-6,7-dimethyl-pteridine